tert-butyl (2-(2-bromo-2-phenylacetamido)ethyl)carbamate BrC(C(=O)NCCNC(OC(C)(C)C)=O)C1=CC=CC=C1